ClC=1C=C(C=CC1F)C(CN(C)C)=O 1-(3-chloro-4-fluoro-phenyl)-2-(dimethylamino)ethanone